(12aR)-12-(6,7-difluoro-5,10-dihydrothieno[3,2-c][2]benzothiepin-10-yl)-3,4,12,12a-tetrahydro-1H-[1,4]oxazino[3,4-c]pyrido[2,1-f][1,2,4]triazine-6,8-dione FC1=C(C=CC=2C(C3=C(SCC21)C=CS3)N3N2C(C(N1[C@H]3COCC1)=O)=CC(C=C2)=O)F